NC1=C2N=CN(C2=NC(=N1)F)[C@H]1C[C@@H]([C@@](O1)(C#C)COP(=O)(OC1=CC=CC=C1)N[C@@H](CC1=CC=CC=C1)C(=O)OC(CCCCCCCC)CCCCCCCC)O Heptadecan-9-yl ((((2R,3S,5R)-5-(6-amino-2-fluoro-9H-purin-9-yl)-2-ethynyl-3-hydroxytetrahydrofuran-2-yl)methoxy)(phenoxy)phosphoryl)-L-phenylalaninate